COC(=O)C=1C2=C(SC1C)C=CC(=C2)O 5-hydroxy-2-methyl-benzo[b]thiophene-3-carboxylic acid methyl ester